NC(CC[C@H]1C(N(CC2N(O[C@@H](C(N21)=O)C)C(=O)OCC(C)C)CC2=CC=NC=C2)=O)=O isobutyl (3R,6S)-6-(3-amino-3-oxopropyl)-3-methyl-4,7-dioxo-8-(pyridin-4-ylmethyl)hexahydropyrazino[2,1-c][1,2,4]oxadiazine-1(6H)-carboxylate